(-)-6-{[(trans)-1-[(tert-butoxy)carbonyl]-4-(4-methoxyphenyl)-2-methylpiperidin-3-yl]Methoxy}-1-oxo-2,3-dihydro-1H-isoindole-2-carboxylic acid C(C)(C)(C)OC(=O)N1C(C(C(CC1)C1=CC=C(C=C1)OC)COC1=CC=C2CN(C(C2=C1)=O)C(=O)O)C